1-(2-chloro-5H-pyrrolo[3,2-d]pyrimidin-5-yl)-N,N,2-trimethylpropan-2-amine ClC=1N=CC2=C(N1)C=CN2CC(C)(N(C)C)C